NC1=C(C=CC=C1)NC(\C=C\C1=CN(C=C1)S(=O)(=O)C1=CC=C(C=C1)C=1C=NN(C1)C)=O (E)-N-(2-amino-phenyl)-3-{1-[4-(1-methyl-1H-pyrazol-4-yl)-benzenesulfonyl]-1H-pyrrol-3-yl}-acrylamide